C(C)OC(=O)C=1C(=NC(=NC1)Cl)NCC1=CC=C(C=C1)C=1N(C=C(N1)C(F)(F)F)C(C)C 2-chloro-4-((4-(1-isopropyl-4-(trifluoromethyl)-1H-imidazol-2-yl)benzyl)amino)pyrimidine-5-carboxylic acid ethyl ester